ClC=1C(NCCC1)=O 3-Chloro-5,6-dihydropyridin-2(1H)-one